O1NC(=CC=C1)C(=O)O oxazinic acid